N=1C=CN2N=C(C=CC21)C2=CNC=1N=CN=CC12 5-(imidazo[1,2-b]pyridazin-6-yl)-7H-pyrrolo[2,3-d]pyrimidine